ClCC1=NC2=CC=CC=C2C(=[N+]1[O-])C 2-chloromethyl-4-methylquinazoline-3-oxide